7-bromoquinazoline-2,4-diol BrC1=CC=C2C(=NC(=NC2=C1)O)O